FC(N1C(N(C2=C1C=CC=C2)CC2=CC=C(C=C2)C[NH3+])=O)F (4-((3-(difluoromethyl)-2-oxo-2,3-dihydro-1H-benzo[d]imidazol-1-yl)methyl)phenyl)methylammonium